tert-butyl 4-[7-({2,8-dimethyl-7-oxoimidazo[1,2-a]pyrimidin-6-yl} carbamoyl)-2-methylindazol-4-yl]piperazine-1-carboxylate CC=1N=C2N(C=C(C(N2C)=O)NC(=O)C2=CC=C(C3=CN(N=C23)C)N2CCN(CC2)C(=O)OC(C)(C)C)C1